ClC=1C=C(C=CC1)[C@@H]1CCC(O1)=O (S)-5-(3-chlorophenyl)dihydrofuran-2(3H)-one